N-(5-(4-chloro-2,6-difluorophenyl)-2-(6-(2-hydroxypropan-2-yl)pyridin-2-yl)-1-methyl-3-oxo-2,3-dihydro-1H-pyrazol-4-yl)-4-(trifluoromethoxy)benzamide ClC1=CC(=C(C(=C1)F)C1=C(C(N(N1C)C1=NC(=CC=C1)C(C)(C)O)=O)NC(C1=CC=C(C=C1)OC(F)(F)F)=O)F